2-[4-[2-chloro-4-(tetradecanoylamino)phenyl]-2-oxo-chromen-7-yl]oxypropanoic acid ClC1=C(C=CC(=C1)NC(CCCCCCCCCCCCC)=O)C1=CC(OC2=CC(=CC=C12)OC(C(=O)O)C)=O